ethyl 1-(3-iodo-4-methoxyphenyl)-1H-imidazole-5-carboxylate IC=1C=C(C=CC1OC)N1C=NC=C1C(=O)OCC